C1(CC1)N=S1(C(CCC1)(C)C1=NC(=NC(=C1)N1[C@@H](COCC1)C)C1=C2C(=NC(=C1)OC)NC=C2)=O 1-(cyclopropylimino)-2-(2-(6-methoxy-1H-pyrrolo[2,3-b]pyridin-4-yl)-6-((R)-3-methylmorpholino)pyrimidin-4-yl)-2-methyltetrahydro-1H-1λ6-thiophene 1-oxide